2-(6-Fluoropyridin-3-yl)acetic acid methyl ester COC(CC=1C=NC(=CC1)F)=O